((S)-1-(4-{7-Cyclopropyl-5-[(1R)-1-methyl-1,2,3,4-tetrahydroisoquinoline-2-carbonyl]pyrazolo[1,5-a]pyrimidin-2-yl}-3-fluorophenyl)-3-methylpyrrolidin-3-yl)acetamide C1(CC1)C1=CC(=NC=2N1N=C(C2)C2=C(C=C(C=C2)N2C[C@](CC2)(C)CC(=O)N)F)C(=O)N2[C@@H](C1=CC=CC=C1CC2)C